bis(2-diphenylphosphinoethyl)-phenylphosphine C1(=CC=CC=C1)P(CCP(C1=CC=CC=C1)CCP(C1=CC=CC=C1)C1=CC=CC=C1)C1=CC=CC=C1